COC=1C=C(C=CC1OC)C1=CN=CC(=N1)NCC=1C=C(C=CC1)NC(=O)N[C@H]1[C@H](CCCC1)O N-[3-({[6-(3,4-Dimethoxyphenyl)pyrazin-2-yl]amino}methyl)phenyl]-N'-[(1R,2S)-2-hydroxycyclohexyl]urea